C(#N)C=C1CN(C1)C(=O)OC(C)(C)C tert-butyl 3-(cyanomethylene)azetidine-1-carboxylate